FC=1C(=C(C=C(C1)OC(C)C)N1CCN(CC1)CC=1N=NC=CC1)C=1N=NNN1 3-[[4-[3-fluoro-5-isopropoxy-2-(2H-tetrazol-5-yl)phenyl]piperazin-1-yl]-methyl]pyridazine